2-(7-(3,4-dimethoxyphenyl)pyrazolo[1,5-a]pyrimidine-2-carboxamido)-3-phenylacrylic acid COC=1C=C(C=CC1OC)C1=CC=NC=2N1N=C(C2)C(=O)NC(C(=O)O)=CC2=CC=CC=C2